(R)-N-(2,3-dihydro-1H-inden-1-yl)-2-(5-methylpyridin-3-yl)benzo[d]thiazole-6-carboxamide [C@H]1(CCC2=CC=CC=C12)NC(=O)C1=CC2=C(N=C(S2)C=2C=NC=C(C2)C)C=C1